nickel tetrapyrrole N1C=CC=C1.N1C=CC=C1.N1C=CC=C1.N1C=CC=C1.[Ni]